2-(2,6-dioxopiperidin-3-yl)-6-methyl-3-oxoisoindoline-5-carbonitrile O=C1NC(CCC1N1CC2=CC(=C(C=C2C1=O)C#N)C)=O